1-fluoro-4-(p-tolylthio)benzene FC1=CC=C(C=C1)SC1=CC=C(C=C1)C